1-trityl-benzimidazol-5-ol C(C1=CC=CC=C1)(C1=CC=CC=C1)(C1=CC=CC=C1)N1C=NC2=C1C=CC(=C2)O